S1C2(SCC1)CC1C3=CC=CC=C3CCN1C=1CCCC(C12)=O 2,3,4,5,6,10b,11,12-Octahydrospiro[4b-azachrysen-12,2'-[1,3]dithiolan]-1-on